2-chloropropene sodium [Na].ClC(=C)C